N-(2,6-dioxo-3-piperidinyl)cyclopentanecarboxamide isopropyl-α-fluoroacrylate C(C)(C)OC(C(=C)F)=O.O=C1NC(CCC1NC(=O)C1CCCC1)=O